BrC1=C(C=NN(C1=O)C)N[C@@H]1C[C@@H](CN(C1)C)C1=CC=C(C(=O)N2CCC(CC2)CN2CCC(CC2)C=2C=C3C(N(C(C3=CC2)=O)C2C(NC(CC2)=O)=O)=O)C=C1 5-[1-[[1-[4-[(3R,5R)-5-[(5-bromo-1-methyl-6-oxo-pyridazin-4-yl)amino]-1-methyl-3-piperidyl]benzoyl]-4-piperidyl]methyl]-4-piperidyl]-2-(2,6-dioxo-3-piperidyl)isoindoline-1,3-dione